12-(cyclopropylmethyl)-3,6,12-triazatricyclo[7.3.0.02,6]dodeca-1(9),2,4,7,10-penta-ene-11-carboxylic acid ethyl ester C(C)OC(=O)C1=CC=2C=CN3C=CN=C3C2N1CC1CC1